methacryloyl-ethyl-carboxylic acid C(C(=C)C)(=O)CCC(=O)O